[C@@H]1([C@H](O)[C@@H](O)[C@@H](O)[C@H](O1)CO)O[C@H]([C@H](C=O)O)[C@H](O)[C@H](O)CO β-D-Galactopyranosyl-(1→3)-D-glucose